C1N(CC12CNCC2)C2=NC=NC=C2OC2=C(C(=O)N(C(C)C)C(C)C)C=C(C=C2)F 2-((4-(2,6-diazaspiro[3.4]octan-2-yl)pyrimidin-5-yl)oxy)-5-fluoro-N,N-diisopropyl-benzamide